6'-methoxy-N4-(1-(4-(1-methyl-4-(trifluoromethyl)-1H-imidazol-2-yl)phenyl)cyclopropyl)-[2,5'-bipyrimidine]-4,5-diamine COC1=C(C=NC=N1)C1=NC=C(C(=N1)NC1(CC1)C1=CC=C(C=C1)C=1N(C=C(N1)C(F)(F)F)C)N